(((9aR,10S)-10-((R)-(2,3-difluorophenyl)(4-fluorophenyl)methyl)-3,5-dioxo-3,5,8,9,9a,10-hexahydro-7H-pyrrolo[1',2':4,5]pyrazino[1,2-b]pyridazin-4-yl)oxy)methyl acetate C(C)(=O)OCOC1=C2N(N=CC1=O)[C@H]([C@@H]1N(C2=O)CCC1)[C@H](C1=CC=C(C=C1)F)C1=C(C(=CC=C1)F)F